C(C)(=O)N1CCN(CC1)C1CC(C1)NC(=O)C1=CC2=C(N(N=C2C)C2CCC(CC2)(F)F)S1 N-((1r,3r)-3-(4-acetylpiperazin-1-yl)-cyclobutyl)-1-(4,4-difluorocyclohexyl)-3-methyl-1H-thieno[2,3-c]pyrazole-5-carboxamide